N-(4-(chlorodifluoromethoxy)phenyl)-1-isopropyl-3-methyl-4-(1H-pyrazol-5-yl)indoline-6-carboxamide ClC(OC1=CC=C(C=C1)NC(=O)C1=CC(=C2C(CN(C2=C1)C(C)C)C)C1=CC=NN1)(F)F